3-[4-(benzyloxy)-1-ethyl-3-methyl-1H-pyrazol-5-yl]-1-methyl-1H-1,2,4-triazole C(C1=CC=CC=C1)OC=1C(=NN(C1C1=NN(C=N1)C)CC)C